[2-[2-[2-[2-[2-(3-hydroxycyclobutoxy)ethoxy]ethoxy]ethoxy]ethoxy]ethyl]-N-methyl-carbamate OC1CC(C1)OCCOCCOCCOCCOCCOC(NC)=O